CC(C#N)=CCC 2-Methyl-2-pentenenitrile